tert-butyl 2-[4-[3-(2,6-dioxo-3-piperidyl)-1-ethyl-indazol-6-yl]-3,3-difluoro-1-piperidyl]acetate O=C1NC(CCC1C1=NN(C2=CC(=CC=C12)C1C(CN(CC1)CC(=O)OC(C)(C)C)(F)F)CC)=O